FC1=C(C(=CC=C1)OC)N1N=C(C=2C1=CN=CC2)I (2-fluoro-6-methoxyphenyl)-3-iodo-1H-pyrazolo[3,4-c]pyridine